ClCC(CC(C)C)(C)C 1-chloro-2,2,4,4-tetramethylbutane